C[C@@]1(N(CCC1)C1=NC(=C2C(=N1)N(N=C2)C2=CC=C(C=C2)F)NC(=O)C=2SC(=CC2)[N+](=O)[O-])C(=O)[O-] methyl(1-(4-fluorophenyl)-4-(5-nitrothiophene-2-carboxamido)-1H-pyrazolo[3,4-d]pyrimidin-6-yl)-L-prolinate